(+)-N-p-toluenesulfonyl-1,2-diphenylethylenediamine CC1=CC=C(C=C1)S(=O)(=O)NC(C(N)C1=CC=CC=C1)C1=CC=CC=C1